OC1=C(C(N(N=C1C)C)=O)C1=C(OC2=C1C=CC=C2)C 5-hydroxy-2,6-dimethyl-4-(2-methyl-3-benzofuranyl)-3(2H)-pyridazinone